(S)-2-(4-bromophenyl)-3-(4,4-dimethylcyclohexylamino)-1-(4-((5R,7R)-7-hydroxy-5-methyl-6,7-dihydro-5H-cyclopenta[d]pyrimidin-4-yl)piperazin-1-yl)propan-1-one BrC1=CC=C(C=C1)[C@H](C(=O)N1CCN(CC1)C=1C2=C(N=CN1)[C@@H](C[C@H]2C)O)CNC2CCC(CC2)(C)C